C1(=CC=CC=C1)NC1=C(C=C(C(=C1)C(=O)O)NC1=CC=CC=C1)C(=O)O 1,4-bis(phenylamino)benzene-2,5-dicarboxylic acid